N-{3-[(morpholin-4-yl)methyl]phenyl}-5H,6H,7H,8H-pyrido[3,4-d]pyrimidin-2-amine N1(CCOCC1)CC=1C=C(C=CC1)NC=1N=CC2=C(N1)CNCC2